C(C)(C)(C)OC(=O)C=1C=CC=C2C=CC=C(C12)NC(=O)C1=CC=C(C=C1)C1=CC=C(C=C1)CN1N=C(N=N1)CC=1N=NN(N1)C(=O)OC(C)(C)C Tert-butyl 5-[(2-{[4'-({8-[(tert-butoxy) carbonyl] naphthalen-1-yl} carbamoyl)-[1,1'-biphenyl]-4-yl] methyl}-2H-1,2,3,4-tetrazol-5-yl) methyl]-2H-1,2,3,4-tetrazole-2-carboxylate